1-(7-(4-((5-(3,4-difluorophenyl)pyridin-3-yl)oxy)-2-(methylsulfonyl)phenyl)-2,7-diazaspiro[3.5]nonan-2-yl)-2-hydroxy-2-methylpropan-1-one FC=1C=C(C=CC1F)C=1C=C(C=NC1)OC1=CC(=C(C=C1)N1CCC2(CN(C2)C(C(C)(C)O)=O)CC1)S(=O)(=O)C